C(C1=CC=CC=C1)OC1=C2C(=NC(=N1)C[C@@H]1CN(CC1)C(=O)OC(C)(C)C)N(N=C2)C2=C(C=C(C=C2)F)OCCCO tert-butyl (3R)-3-[[4-benzyloxy-1-[4-fluoro-2-(3-hydroxypropoxy)phenyl]pyrazolo[3,4-d]pyrimidin-6-yl]methyl]pyrrolidine-1-carboxylate